5-(4-carboxymethyl-phenylazo)-2-hydroxybenzoic acid C(=O)(O)CC1=CC=C(C=C1)N=NC=1C=CC(=C(C(=O)O)C1)O